2-(6-(3-(trifluoromethyl)phenyl)-1H-pyrazolo[4,3-b]pyridin-1-yl)acetic acid FC(C=1C=C(C=CC1)C=1C=C2C(=NC1)C=NN2CC(=O)O)(F)F